NC1=C(C(=O)OC)C=CC(=N1)OCCC(F)(F)F methyl 2-amino-6-(3,3,3-trifluoropropoxy)nicotinate